2-bromo-5-chloro-3-(methoxymethoxy)pyridine BrC1=NC=C(C=C1OCOC)Cl